C(C)[C@@H]1N(C[C@H](N(C1)C(C)C=1C=C2N=CC=NC2=CC1)CC)N1N=C2C(N(C(C=C2)=O)CC)=C1 ((2S,5R)-2,5-diethyl-4-(1-(quinoxalin-6-yl)ethyl)piperazin-1-yl)-4-ethyl-2,4-dihydro-5H-pyrazolo[4,3-b]pyridin-5-one